trifluoromethanesulfonic acid (2-trimethylsilylphenyl) ester C[Si](C1=C(C=CC=C1)OS(=O)(=O)C(F)(F)F)(C)C